FC(OC1=C(C(=O)NC=2C=CC3=C(C(=CS3)C3=CCN4CCCCC4CC3)C2)C=CC=C1)(F)F 5-(2-trifluoromethoxybenzoyl)amino-3-(1-azabicyclo[5.4.0]undec-3-en-4-yl)-benzothiophene